4-bromo-N,N-diethylaniline CCN(CC)C1=CC=C(C=C1)Br